NC1=C(C(=NN1C(C)C)C1=CC=C(C=C1)CC(=O)NC=1SC(=C(N1)C)CC(C)(C)C)C#N 2-[4-(5-Amino-4-cyano-1-isopropylpyrazol-3-yl)phenyl]-N-[5-(2,2-dimethylpropyl)-4-methyl-1,3-thiazol-2-yl]acetamide